rac-6-bromo-3-(isoquinolin-4-yl)quinazoline-2,4(1H,3H)-dione BrC=1C=C2C(N(C(NC2=CC1)=O)C1=CN=CC2=CC=CC=C12)=O